COC1=CC=C(C=C1)N(S(=O)(=O)C1=CC=C(C(=O)NC=2SC3=C(N2)C=CC(=C3)C)C=C1)C 4-(N-(4-methoxyphenyl)-N-methylsulfamoyl)-N-(6-methylbenzo[d]thiazol-2-yl)benzamide